N,N,5-trimethyl-6-(piperidin-4-ylmethyl)-[1,2,4]triazolo[1,5-a]pyrimidin-7-amine CN(C1=C(C(=NC=2N1N=CN2)C)CC2CCNCC2)C